N2-methyl-N4-(4-nitrophenethyl)quinolin-2,4-diamine 2,2,2-trifluoroacetate FC(C(=O)O)(F)F.CNC1=NC2=CC=CC=C2C(=C1)NCCC1=CC=C(C=C1)[N+](=O)[O-]